2-methyl-6-((4,7,10-tris(carboxymethyl)-1,4,7,10-tetraazacyclododecan-1-yl)methyl)pyridine 1-oxide CC1=[N+](C(=CC=C1)CN1CCN(CCN(CCN(CC1)CC(=O)O)CC(=O)O)CC(=O)O)[O-]